1-[(7S)-1-[3-[(1S)-1-(2,2-difluoro-1,3-benzodioxol-5-yl)ethoxy]phenyl]-3-(trifluoromethyl)-4,5,6,7-tetrahydroindazole-7-carbonyl]piperidine-4-carboxylic acid FC1(OC2=C(O1)C=CC(=C2)[C@H](C)OC=2C=C(C=CC2)N2N=C(C=1CCC[C@@H](C21)C(=O)N2CCC(CC2)C(=O)O)C(F)(F)F)F